(trans)-2-(hydroxymethyl)cyclopropanecarboxylic acid methyl ester COC(=O)[C@H]1[C@@H](C1)CO